C(C1=CC=CC=C1)N(C1=NC(=NC=2C(CCCC12)OCC(=O)N1CC(C1)F)N1C(=CC=2C(=CC=CC12)C(=O)N)C)CC1=C(C=C(C=C1)OC)OC 1-(4-(benzyl(2,4-dimethoxybenzyl)amino)-8-(2-(3-fluoroazetidin-1-yl)-2-oxoethoxy)-5,6,7,8-tetrahydroquinazolin-2-yl)-2-methyl-indole-4-carboxamide